CC1C2C3C4C=CCC3C(C1)(C2)C4 9-methyltetracyclo[6.2.1.11,6.02,7]dodeca-4-ene